(R)-benzenesulfonic acid C1(=CC=CC=C1)S(=O)(=O)O